2-(piperidin-1-yl)ethanamine N1(CCCCC1)CCN